FC(OC=1C=CC(=C(C1)C1=NN(C=2C1=NC=C(C2)C(=O)NC2(CS(C2)(=O)=O)C)C(C)C)F)F 3-(5-(difluoromethoxy)-2-fluorophenyl)-1-isopropyl-N-(3-methyl-1,1-dioxidothietan-3-yl)-1H-pyrazolo[4,3-b]pyridine-6-carboxamide